ClC=1C=C(C(=NC1)N1C([C@@H](N(C(C1)=O)CC1=CC(=C(C=C1)F)F)C1COC1)=O)C (S)-1-(5-chloro-3-methylpyridin-2-yl)-4-(3,4-difluorobenzyl)-3-(oxetan-3-yl)piperazine-2,5-dione